COCCCN(C(OC(C)(C)C)=O)CCCN1C=NC2=C1C(=CC=C2)B2OC(C(O2)(C)C)(C)C tert-butyl N-(3-methoxypropyl)-N-[3-[7-(4,4,5,5-tetramethyl-1,3,2-dioxaborolan-2-yl)benzimidazol-1-yl]propyl]carbamate